9-bromo-7,12-dihydro-12-methyl-indolo[3,2-d][1]benzazepin-6(5H)-one BrC=1C=C2C(=CC1)N(C1=C2CC(NC2=C1C=CC=C2)=O)C